NC1=NC=CC(=C1F)CC=1C(=C(C(=C(C(=O)O)C1)NC1=C(C=C(C(=C1)C)I)F)F)F 5-((2-amino-3-fluoropyridin-4-yl)methyl)-3,4-difluoro-2-((2-fluoro-4-iodo-5-methylphenyl)amino)benzoic acid